5-bromo-2-chloro-3-((1-((2,4-dimethyl-6-oxo-1,6-dihydropyrimidin-5-yl)methyl)-6-oxo-4-(perfluoroethyl)-1,6-dihydropyrimidin-5-yl)oxy)benzonitrile BrC=1C=C(C(=C(C#N)C1)Cl)OC1=C(N=CN(C1=O)CC1=C(N=C(NC1=O)C)C)C(C(F)(F)F)(F)F